N-[2-(1,1-dimethylethoxy)ethyl]acrylamide CC(C)(OCCNC(C=C)=O)C